NC1=C(C=C(C=N1)C=1CCN(CC1)C(=O)OC(C)(C)C)C(=O)OC 1'-(tert-Butyl) 5-methyl 6-amino-3',6'-dihydro-[3,4'-bipyridine]-1',5(2'H)-dicarboxylate